8-[(1R)-1-[[2-(5-Amino-1,3,4-oxadiazol-2-yl)-3-pyridyl]amino]ethyl]-2-[6-(difluoromethyl)-2-pyridyl]-3,6-dimethyl-chromen-4-one NC1=NN=C(O1)C1=NC=CC=C1N[C@H](C)C=1C=C(C=C2C(C(=C(OC12)C1=NC(=CC=C1)C(F)F)C)=O)C